3-fluoro-N-((2R)-3-methyl-1-(2-methyl-1,3-dioxo-4-phenyl-2,8-diazaspiro[4.5]decan-8-yl)-1-oxobutan-2-yl)isonicotinamide FC1=C(C(=O)N[C@@H](C(=O)N2CCC3(C(C(N(C3=O)C)=O)C3=CC=CC=C3)CC2)C(C)C)C=CN=C1